C(CC)C1C(C(C1O)CCC)O 2,4-di-n-propylcyclobutane-1,3-diol